N-((6-(8-oxa-3-azabicyclo[3.2.1]oct-3-yl)-4-morpholinopyridazin-3-yl)methyl)-1H-pyrazole-5-carboxamide C12CN(CC(CC1)O2)C2=CC(=C(N=N2)CNC(=O)C2=CC=NN2)N2CCOCC2